C(=O)N1N=CN(CC1)C=1C=C(OCC2=C(C=C(C#N)C=C2)OC)C=CC1 4-((3-(1-formyl-5,6-dihydro-1,2,4-triazine-4(1H)-yl)phenoxy)methyl)-3-methoxybenzonitrile